N-(4-((4-ethylpiperazin-1-yl)methyl)phenyl)-5-(2-fluoro-4-(pyridin-2-ylmethoxy)phenyl)-4-(2-methoxyethoxy)-7H-pyrrolo[2,3-d]pyrimidin-2-amine C(C)N1CCN(CC1)CC1=CC=C(C=C1)NC=1N=C(C2=C(N1)NC=C2C2=C(C=C(C=C2)OCC2=NC=CC=C2)F)OCCOC